[(3S)-3-(1H-triazol-4-yl)pyrrolidin-1-yl]-[6-[[5-(trifluoromethyl)-1H-pyrazol-3-yl]methyl]-2-azaspiro[3.3]heptan-2-yl]methanone N1N=NC(=C1)[C@@H]1CN(CC1)C(=O)N1CC2(C1)CC(C2)CC2=NNC(=C2)C(F)(F)F